C1(=CC=CC=C1)N1C2=CC=CC=C2C=2C=C(C=CC12)B(O)O N-(phenyl)-3-carbazolboronic acid